C(#N)C(C#N)=[Zn] dicyanomethylenezinc